ClC1=CC=C(C[C@@H]2CC[C@]([C@@]2(O)CN2N=CN=C2)(C)CCl)C=C1 (1R,2S,5S)-5-(4-chlorobenzyl)-2-(chloromethyl)-2-methyl-1-(1H-1,2,4-triazol-1-yl-methyl)cyclopentanol